2-(4-(3,4-dichlorophenyl)-5-(isopropylthio)thiazol-2-yl)-2',5-dimethyl-4,4'-bi(2H-pyrazole)-3-carboxylic acid ClC=1C=C(C=CC1Cl)C=1N=C(SC1SC(C)C)N1N=C(C(=C1C(=O)O)C1=CN(N=C1)C)C